COC(N(C)CCN1CCN(CC1)CC(NC1=NC=CC(=C1)NC1=C(N=NC(=C1)C1=C(C=CC(=C1)Cl)F)C)=O)=O Methyl-N-[2-(4-{[(4-{[6-(5-Chloro-2-Fluorophenyl)-3-Methylpyridazin-4-yl]Amino}Pyridin-2-yl)Carbamoyl]Methyl}Piperazin-1-yl)Ethyl]-N-Methylcarbamat